(1-decyl)triphenylphosphonium C(CCCCCCCCC)[P+](C1=CC=CC=C1)(C1=CC=CC=C1)C1=CC=CC=C1